tert-butyl 4-cyano-4-(1-(4-fluorophenyl)ethyl)piperidine-1-carboxylate C(#N)C1(CCN(CC1)C(=O)OC(C)(C)C)C(C)C1=CC=C(C=C1)F